C1(=CC=C(C=C1)S(=O)(=O)OCCOCCOCCOCC(=O)OC(C)(C)C)C tert-butyl 2-[2-[2-[2-(p-tolylsulfonyloxy)ethoxy]ethoxy]ethoxy]acetate